(R)-4-((tert-butoxycarbonyl)amino)-2-hydroxybutyric acid C(C)(C)(C)OC(=O)NCC[C@H](C(=O)O)O